O1C(OCCC1)COC1=CC=C(C=C1)[C@H](C1=C(CNC2=CC(=CC=C12)O)C1=C(C=C(C=C1)C(F)(F)F)F)O 4-[(R)-[4-(1,3-Dioxan-2-ylmethoxy)phenyl]-hydroxy-methyl]-3-[2-fluoro-4-(trifluoromethyl)phenyl]-1,2-dihydroquinolin-7-ol